[Ir].C1(=CC=CC=C1)N1CC=CC2=CC=CC=C12 1-phenylquinoline iridium